1-(3-chloro-5'-fluoro-2'-hydroxy-3'-(2-(6-methyl-2,6-diazaspiro[3.3]heptan-2-yl)pyridin-4-yl)-[1,1'-biphenyl]-4-yl)-3-methyl-1H-imidazol-2(3H)-one ClC=1C=C(C=CC1N1C(N(C=C1)C)=O)C1=C(C(=CC(=C1)F)C1=CC(=NC=C1)N1CC2(C1)CN(C2)C)O